1-(5-(3-benzyl-4-oxo-3,4-dihydro-quinazolin-6-yl)benzo[d]thiazol-2-yl)-3-(p-tolyl)urea C(C1=CC=CC=C1)N1C=NC2=CC=C(C=C2C1=O)C=1C=CC2=C(N=C(S2)NC(=O)NC2=CC=C(C=C2)C)C1